pyridyl-tetrahydropyrrole Tert-Butyl-(3-(4-(3-(3-amino-6-(2-(methoxymethoxy)phenyl)pyridazin-4-yl)-3,8-diazabicyclo[3.2.1]octan-8-yl)pyridin-2-yl)propyl)carbamate C(C)(C)(C)N(C(O)=O)CCCC1=NC=CC(=C1)N1C2CN(CC1CC2)C2=C(N=NC(=C2)C2=C(C=CC=C2)OCOC)N.N2=C(C=CC=C2)N2CCCC2